1-methyl-quinol CC1(O)CC=C(O)C=C1